C1(CC1)C1=C(C(=NO1)C1=C(C=NC=C1Cl)Cl)/C=C/C1CC2(CN(C2)C=2C=C3C(=CC=NC3=CC2)OC)C1 (E)-6-(6-(2-(5-Cyclopropyl-3-(3,5-dichloropyridin-4-yl)isoxazol-4-yl)vinyl)-2-azaspiro[3.3]heptan-2-yl)-4-methoxychinolin